OC1=C(OC2=C(C1=O)C(=CC(=C2)O)O)C2=CC=C(C=C2)O 3,5,7-trihydroxy-2-[4-hydroxyphenyl]-4H-1-benzopyran-4-one